C(CCC)C1=CN=C(C(=N1)N1CC2C(C2C1)C(=O)OC)C1=CC=C(C=C1)OC methyl 3-(6-butyl-3-(4-methoxyphenyl) pyrazin-2-yl)-3-azabicyclo[3.1.0]hexane-6-carboxylate